N1=C2C(=NC=C1)N=CC(=C2)C=2C=CN1N=C(N=CC12)NC1CCC(CC1)O 4-((5-(pyrido[2,3-b]pyrazin-7-yl)pyrrolo[2,1-f][1,2,4]triazin-2-yl)amino)cyclohexan-1-ol